(3R)-4-amino-N-((trans-4-hydroxycyclohexyl)methyl)-3-methyl-N-((5-(trifluoromethyl)-2-pyridinyl)methyl)-1,3-dihydrofuro[3,4-c]quinoline-8-carboxamide NC1=NC=2C=CC(=CC2C2=C1[C@H](OC2)C)C(=O)N(CC2=NC=C(C=C2)C(F)(F)F)C[C@@H]2CC[C@H](CC2)O